1-(5-((1-(2-methoxybenzyl)piperidin-4-yl)methyl)pyrazolo[1,5-a]pyridin-3-yl)dihydropyrimidine-2,4(1H,3H)-dione COC1=C(CN2CCC(CC2)CC2=CC=3N(C=C2)N=CC3N3C(NC(CC3)=O)=O)C=CC=C1